(S)-2,2,2-Trifluoro-1-(4-((S)-1-(pyridin-4-yl)ethyl)-1H-imidazol-2-yl)ethan-1-ol FC([C@@H](O)C=1NC=C(N1)[C@@H](C)C1=CC=NC=C1)(F)F